ClC=1C(=C(C=CC1)NC(=S)C=1C(OCCC1NCC1=C(C=NC=C1)OCC(C)(C)OC)=O)OC N-(3-chloro-2-methoxyphenyl)-4-([[3-(2-methoxy-2-methylpropoxy)pyridin-4-yl]methyl]amino)-2-oxo-5,6-dihydropyran-3-carbothioamide